cerium cobalt lithium phosphate P(=O)([O-])([O-])[O-].[Li+].[Co+2].[Ce+3].P(=O)([O-])([O-])[O-]